2,2-bis(3-nitrophenyl)hexafluoropropane [N+](=O)([O-])C=1C=C(C=CC1)C(C(F)(F)F)(C(F)(F)F)C1=CC(=CC=C1)[N+](=O)[O-]